C(CCCCCCC\C=C/C\C=C/C\C=C/CC)O (9Z,12Z,15Z)-9,12,15-octadecatrien-1-ol